(3-(methylsulfonyl)propoxy)benzofuran-2-carboxylic acid CS(=O)(=O)CCCOC1=C(OC2=C1C=CC=C2)C(=O)O